COC1=CC=CC2=C1N=C(S2)C2=C1N=CC(=NC1=CC(=C2)C)COC 4-methoxy-2-(2-(methoxymethyl)-7-methylquinoxalin-5-yl)benzo[d]thiazole